C(C)(C)(C)C=1C=C(C2=C(C(C(O2)=O)C2=CC(=C(C=C2)C)C)C1)C(C)(C)C 5,7-di-t-butyl-3-(3,4-xylyl)benzofuran-2(3H)-one